C(C)(=O)NC1=CC=C(C=N1)CN1CC2=C(CC1)C(=CS2)C(=O)NC2=CC(=CC(=C2)C(F)(F)F)F 6-((6-acetamidopyridin-3-yl)methyl)-N-(3-fluoro-5-(trifluoromethyl)phenyl)-4,5,6,7-tetrahydrothieno[2,3-c]pyridine-3-carboxamide